1,3-Bis(trifluoromethyl)benzene FC(C1=CC(=CC=C1)C(F)(F)F)(F)F